N-(2-propenyl)-2-methoxypropionamide C(C=C)NC(C(C)OC)=O